1-ethyl-6,6-dimethyl-4,5,6,7-Tetrahydro-1H-indazole-3-carboxylic acid ethyl ester C(C)OC(=O)C1=NN(C=2CC(CCC12)(C)C)CC